2-((3R,5S)-4,4-difluoro-5-methylpiperidin-3-yl)ethanol FC1([C@@H](CNC[C@@H]1C)CCO)F